[Cl-].C(CCCC)[NH+]1CC(CCC1)C 1-Pentyl-3-Methylpiperidinium chlorid